2-methylene-1,3-dioxacycloheptane C=C1OCCCCO1